2-{4-(2-bromo-naphthalene-7-yl)-phenyl}benzoxazole BrC1=CC2=CC(=CC=C2C=C1)C1=CC=C(C=C1)C=1OC2=C(N1)C=CC=C2